FC(O[C@@H]1C[C@H](N(C1)C(CNC(=O)C1=CC2=C(OC3=C2C=C(C=C3)C)C=C1)=O)C(=O)OC)F Methyl (2S,4R)-4-(difluoromethoxy)-1-((8-methyldibenzo[b,d]furan-2-carbonyl)glycyl)pyrrolidine-2-carboxylate